ClC1=C(OC=2N=NC(=CC2C(=O)NC2=CN=NC=C2)C(F)(F)F)C=CC(=C1)OC(F)(F)F 3-(2-chloro-4-(trifluoromethoxy)phenoxy)-N-(pyridazin-4-yl)-6-(trifluoromethyl)pyridazine-4-carboxamide